C(C=C)(=O)OCC1(COCOC1)CC (5-Ethyl-1,3-dioxan-5-yl)methyl acrylate